BrC=1C=C(C=CC1F)NC(=NO)C=1C(=NON1)NCCN1N=NC(=C1)C(=O)[O-] 1-(2-((4-(N-(3-bromo-4-fluorophenyl)-N'-hydroxycarbamimidoyl)-1,2,5-oxadiazol-3-yl) amino) ethyl)-1H-1,2,3-triazole-4-carboxylate